C(C)(C)(C)OC(=O)N1CC=2C(=NN3C2C(N(CC(C3)=O)C)=O)C[C@H]1C (R)-3,10-dimethyl-8,11-dioxo-1,3,4,7,8,9,10,11-octahydro-2H-pyrido[4',3':3,4]Pyrazolo[1,5-a][1,4]Diazepine-2-carboxylic acid tert-butyl ester